2-(2-{[2-(1H-1,3-Benzodiazol-2-yl)-2-methylpropyl]amino}ethyl)-N-[(3-fluoropyridin-2-yl)methyl]-1,3-thiazole-4-carboxamide N1C(=NC2=C1C=CC=C2)C(CNCCC=2SC=C(N2)C(=O)NCC2=NC=CC=C2F)(C)C